N-(4-(5-Bromo-1H-pyrazolo[3,4-b]pyridin-3-yl)phenyl)acetamide BrC=1C=C2C(=NC1)NN=C2C2=CC=C(C=C2)NC(C)=O